N-[5-(2-aminoethoxy)-2,6-dichloro-pyrimidin-4-yl]-6,7,8,9-tetrahydro-5H-pyrido[3,2-b]indol-8-amine NCCOC=1C(=NC(=NC1Cl)Cl)NC1CC=2C3=C(NC2CC1)C=CC=N3